Cyclopropyl-(3-(6-(1-methyl-1H-pyrazol-4-yl)-7-tosyl-7H-pyrrolo[2,3-d]pyrimidin-4-yl)-3,8-diazabicyclo[3.2.1]oct-8-yl)methanone C1(CC1)C(=O)N1C2CN(CC1CC2)C=2C1=C(N=CN2)N(C(=C1)C=1C=NN(C1)C)S(=O)(=O)C1=CC=C(C)C=C1